BrCC1C(C)O1 Bromomethyl propylene oxide